4-bromo-1-isopropyl-5-nitro-indazole BrC1=C2C=NN(C2=CC=C1[N+](=O)[O-])C(C)C